C(C)(C)(C)[C@@H]1CC=2C=C3C(=NC2CC1)SC(=N3)C(=O)N[C@H](CCN(C)C)C3=CC(=CC=C3)C(NC3CN(C3)C)=O |r| rac-(7S)-7-tert-butyl-N-[rac-(1R)-3-(dimethylamino)-1-[3-[(1-methylazetidin-3-yl)carbamoyl]phenyl]propyl]-5,6,7,8-tetrahydrothiazolo[5,4-b]quinoline-2-carboxamide